ClC1=C(C(=O)O)C=CC(=C1)NC(=O)C=1N(C(=CN1)C1=C(C(=C(C=C1)OCC#N)F)F)C 2-chloro-4-[[5-[4-(cyanomethoxy)-2,3-difluoro-phenyl]-1-methyl-imidazole-2-carbonyl]amino]benzoic acid